C(C)(C)(C)OC(=O)N(C(C(=O)N[C@@H]1C(N2[C@@H](SCC1)CC([C@H]2C(=O)O)(C)C)=O)(C)C)C (4S,7S,9aS)-4-({2-[(tert-Butoxycarbonyl)(methyl)amino]-2-methylpropanoyl}amino)-8,8-dimethyl-5-oxooctahydropyrrolo[2,1-b][1,3]thiazepine-7-carboxylic acid